N1=CC(=CC=C1)C1=C(C=CC=C1)C1=C(C(=NC(=C1N1C2=CC=CC=C2C=2C=C(C=CC12)C#N)N1C2=CC=CC=C2C=2C=C(C=CC12)C#N)N1C2=CC=CC=C2C=2C=C(C=CC12)C#N)N1C2=CC=CC=C2C=2C=C(C=CC12)C#N 9,9',9'',9'''-(4-(2-(pyridin-3-yl)phenyl)pyridine-2,3,5,6-tetrayl)tetrakis(9H-carbazole-3-carbonitrile)